1-butyl-5-(2-chloro-5-(isobutyrylaminomethyl)benzoylamino)-1H-indole-2-carboxylic acid ethyl ester C(C)OC(=O)C=1N(C2=CC=C(C=C2C1)NC(C1=C(C=CC(=C1)CNC(C(C)C)=O)Cl)=O)CCCC